ClC=1C=C(CCN2C[C@@H](CC2)COC2=CC=C(C=C2)N(S(=O)(=O)C)C)C=CC1 (R)-N-(4-((1-(3-chlorophenethyl)pyrrolidin-3-yl)methoxy)phenyl)-N-methylmethanesulfonamide